7-(3-cyanobenzyl)-6-methyl-5,8-dioxo-5,8-dihydronaphthalene-1-sulfonamide C(#N)C=1C=C(CC2=C(C(C=3C=CC=C(C3C2=O)S(=O)(=O)N)=O)C)C=CC1